(1-(7-chloro-4-oxo-3,4-dihydroquinazolin-2-yl)-3-methyl-1H-pyrazol-5-yl)-3-methylbenzamide ClC1=CC=C2C(NC(=NC2=C1)N1N=C(C=C1C1=C(C(=O)N)C=CC=C1C)C)=O